(Z)-2-hydroxyimino-N-(2,4,6-trimethoxyphenyl)propanamide O\N=C(/C(=O)NC1=C(C=C(C=C1OC)OC)OC)\C